C(C)OC1=CC=C(C=C1)C=1C=C(C=CC1Cl)[C@@H]1O[C@@H]([C@H]([C@@H]([C@H]1O)O)O)CO (2S,3R,4R,5S,6R)-2-[3-(4-ethoxyphenyl)-4-chlorophenyl]-6-hydroxymethyl-tetrahydro-2H-pyran-3,4,5-triol